1-Methyl-3-(15-Tetradecylheptatriacontan-19-yl)-1H-Imidazol-3-ium Chlorid [Cl-].CN1C=[N+](C=C1)C(CCCC(CCCCCCCCCCCCCC)CCCCCCCCCCCCCC)CCCCCCCCCCCCCCCCCC